tert-butyl(5-bromo-3-(3-(4-cyano-3-fluorophenyl)isoxazole-5-yl)pyrazin-2-yl)(tert-butoxycarbonyl)carbamate C(C)(C)(C)OC(N(C(=O)OC(C)(C)C)C1=NC=C(N=C1C1=CC(=NO1)C1=CC(=C(C=C1)C#N)F)Br)=O